(E)-6-bromo-1-(cyclopropylmethyl)-2-(2-nitroprop-1-en-1-yl)-1H-indole BrC1=CC=C2C=C(N(C2=C1)CC1CC1)\C=C(/C)\[N+](=O)[O-]